2-ethylhexyl 6-bromohexanoate 2-Ethylhexyl-6-bromohexanoate C(C)C(COC(CCCCCBr)=O)CCCC.BrCCCCCC(=O)OCC(CCCC)CC